C(C1=CC=CC=C1)N1CC2(CC2(C1)C)C(=O)[O-] 3-Benzyl-5-methyl-3-azabicyclo[3.1.0]hexane-1-carboxylate